C(=O)(OC(C)(C)C)N[C@H](C)C=O Boc-D-alaninal